tert-butyl (S)-(amino(oxo)(1-((2-(trimethylsilyl)ethoxy)methyl)-1H-pyrazol-5-yl)-λ6-sulfaneylidene)carbamate N[S@](C1=CC=NN1COCC[Si](C)(C)C)(=O)=NC(OC(C)(C)C)=O